O[C@H]1[C@H]([C@H](CCC1)N1N=C2C=C(C(=CC2=C1)C(=O)NC1=CN=C2N1N=CC=C2)OC)C 2-((1s,2s,3r)-3-hydroxy-2-methylcyclohexyl)-N-(imidazo[1,2-b]pyridazin-3-yl)-6-methoxy-2H-indazole-5-carboxamide